C(CCC)S(=O)C1=C(C=2C(=NC(=CC2)C=2SC=CC2)S1)N 2-(butylsulfinyl)-6-(thiophen-2-yl)thieno[2,3-b]pyridin-3-amine